3,4,5-trimethoxyphenylboronic acid COC=1C=C(C=C(C1OC)OC)B(O)O